ClC1=C(N=C2N1C=CC(=C2)C(=O)OC)C2=C(C(=CC=C2C=2N=CN(C2F)C)F)F Methyl 3-chloro-2-(2,3-difluoro-6-(5-fluoro-1-methyl-1H-imidazol-4-yl)phenyl)imidazo[1,2-a]pyridine-7-carboxylate